(2R)-2-({[(4-methylphenyl)sulfonyl]oxy}methyl)morpholine-4-carboxylic acid tert-butyl ester C(C)(C)(C)OC(=O)N1C[C@@H](OCC1)COS(=O)(=O)C1=CC=C(C=C1)C